BrC=1C=C(\C=C\2/N(C(C3=CC=C(C=C23)C(F)(F)F)=O)N(C2=NC=CC=C2)C)C=CC1 (Z)-3-(3-bromobenzylidene)-2-[methyl-(2-pyridyl)amino]-5-(trifluoromethyl)isoindolin-1-one